3-((3-ethyl-4-nitro-1-(tetrahydro-2H-pyran-2-yl)-1H-pyrazol-5-yl)oxy)propan-1-ol C(C)C1=NN(C(=C1[N+](=O)[O-])OCCCO)C1OCCCC1